1-(2-methylpropyl)-1H-imidazoquinoline-4-amine CC(CN1C=NC2=C(C=C3C=CC=NC3=C21)N)C